tert-butyl-N-[(3R)-pyrrolidin-3-yl]carbamic acid tert-butyl ester C(C)(C)(C)OC(N([C@H]1CNCC1)C(C)(C)C)=O